Methyl 5-(2H-1,3-benzodioxol-5-yl)-1-[(2-chlorophenyl)methyl]-1H-pyrazole-3-carboxylate O1COC2=C1C=CC(=C2)C2=CC(=NN2CC2=C(C=CC=C2)Cl)C(=O)OC